C1(CCC1)C(=O)N1C[C@@]2(CC1)N(C(CN(C2=O)C2=C(C=C(C#N)C=C2)F)=O)CC2=CC=C(C=C2)C(F)(F)F (R)-4-(2-(cyclobutanecarbonyl)-7,10-dioxo-6-(4-(trifluoromethyl)benzyl)-2,6,9-triazaspiro[4.5]decan-9-yl)-3-fluorobenzonitrile